N-(1-((2,5-dichloropyrimidin-4-yl)methyl)-4-methylpiperidin-4-yl)cyclopropanesulfonamide ClC1=NC=C(C(=N1)CN1CCC(CC1)(C)NS(=O)(=O)C1CC1)Cl